[I-].C(#N)C1=CC2=C(N(C=[N+]2C)C2=CC=CC=C2)C=C1 5-cyano-3-methyl-1-phenyl-1H-benzo[d]imidazol-3-ium iodide